(1s,4s)-4-(1,3,4-thiadiazol-2-yl)cyclohexan-1-amine hydrochloride Cl.S1C(=NN=C1)C1CCC(CC1)N